4-(3-(1H-indol-3-yl)pyrrolidin-1-yl)butyronitrile N1C=C(C2=CC=CC=C12)C1CN(CC1)CCCC#N